magnesium sodium [Na].[Mg]